C1(=CC=CC=C1)C=1C=C2C=CC=C(C2=CC1)NC1=NC2=CC=NC=C2C=C1 N-(6-phenylnaphthalene-1-yl)-1,6-naphthyridine-2-amine